2-((6-((2-aminoethyl)(methyl)amino)-3,5-dicyano-4-cyclopropylpyridin-2-yl)thio)-2-phenylacetamide, Hydrochloride Cl.NCCN(C1=C(C(=C(C(=N1)SC(C(=O)N)C1=CC=CC=C1)C#N)C1CC1)C#N)C